CN(C(=O)C=1N(C=C(C1)NC(=O)C=1N(C=C(C1)NC(C1=CC=C(C=C1)\C=C\C=1C=NC2=CC=CC=C2C1)=O)C)C)C (E)-N,N,1-trimethyl-4-(1-methyl-4-(4-(2-(quinolin-3-yl)vinyl)benzoylamino)-1H-pyrrole-2-carboxamido)-1H-pyrrole-2-carboxamide